5-FLUORO-1-NAPHTHALDEHYDE FC1=C2C=CC=C(C2=CC=C1)C=O